1-(5-fluoro-2-hydroxy-3-(2-(methoxymethyl)allyl)phenyl)ethan-1-one FC=1C=C(C(=C(C1)C(C)=O)O)CC(=C)COC